3-(1,1,2-trimethyl-1H-benzo[e]indol-3-ium-3-yl)propyl-phosphocholine CC1(C(=[N+](C=2C=CC3=C(C12)C=CC=C3)CCCC(OP(=O)(O)O)C[N+](C)(C)C)C)C